3-hydroxy-N,N-dimethyl-4-((2-((2-methyl-2,4,5,6-tetrahydrocyclopenta[c]pyrazol-6-yl)amino)-3,4-dioxocyclobut-1-en-1-yl)amino)picolinamide OC=1C(=NC=CC1NC1=C(C(C1=O)=O)NC1CCC=2C1=NN(C2)C)C(=O)N(C)C